(R)-1-((3,5-difluoropyridin-2-yl)methyl)-3-methylpiperazine FC=1C(=NC=C(C1)F)CN1C[C@H](NCC1)C